N(=C=O)CC1C2CCC(C1)C2 5-isocyanatomethylbicyclo[2.2.1]-heptane